ClC1=CC=2N(C=C1NC)N=CC2C(=O)N2[C@@H](C1=C(CC2)NC=N1)C=1OC2=C(N1)C=C(C=C2)F (S)-(5-chloro-6-(methylamino)pyrazolo[1,5-a]pyridin-3-yl)(4-(5-fluorobenzo[d]oxazol-2-yl)-6,7-dihydro-1H-imidazo[4,5-c]pyridin-5(4H)-yl)methanone